FC1=CC=C(C=C1)C1=C(C=NC2=CC(=CC=C12)OC)C(C)C 4-(4-fluorophenyl)-3-isopropyl-7-methoxy-quinoline